trimethyl-(thiophen-2-ylmethyl)stannane Tert-butyl-[(3R,5S)-3-amino-5-{[bis(tert-butoxycarbonyl)amino]methyl}-2-oxopyrrolidin-1-yl]acetate C(C)(C)(C)OC(CN1C([C@@H](C[C@H]1CN(C(=O)OC(C)(C)C)C(=O)OC(C)(C)C)N)=O)=O.C[Sn](CC=1SC=CC1)(C)C